4-(((2-azaspiro[3.3]heptan-2-yl)sulfonyl)carbamoyl)-5-(dimethylamino)-2-fluorobenzoic acid C1N(CC12CCC2)S(=O)(=O)NC(=O)C2=CC(=C(C(=O)O)C=C2N(C)C)F